3-(5-amino-8-(2,6-dimethylpyridin-4-yl)-3-oxo-7-phenyl-[1,2,4]triazolo[4,3-c]pyrimidin-2(3H)-yl)propionic acid NC1=NC(=C(C=2N1C(N(N2)CCC(=O)O)=O)C2=CC(=NC(=C2)C)C)C2=CC=CC=C2